6-chloro-5-(6-(dimethylamino)-2-methoxypyridin-3-yl)-N-isopropoxy-1H-indole-3-carboxamide ClC1=C(C=C2C(=CNC2=C1)C(=O)NOC(C)C)C=1C(=NC(=CC1)N(C)C)OC